OCCOCCNC(OC(C)(C)C)=O tert-butyl ((2-(2-hydroxyethoxy)ethyl)carbamate)